FC(F)(F)S(=O)(=O)[O-] Trifluoromethyl-sulfonate